C(C)(C)NC1CC(C1)C(=O)NC1=C(C=2CNCCC2S1)C=1SC2=C(N1)C=CC(=C2)C=2C=NC(=CC2)N2CCNCC2 3-(Isopropylamino)-N-(3-(6-(6-(piperazin-1-yl)pyridin-3-yl)benzo[d]thiazol-2-yl)-4,5,6,7-tetrahydrothieno[3,2-c]pyridin-2-yl)cyclobutane-1-carboxamide